S-4-(benzyloxy)cyclohexyl ethanethioate (4-benzyloxycyclohexyl)methanesulfonate C(C1=CC=CC=C1)OC1CCC(CC1)CS(=O)(=O)O.C(C)(SC1CCC(CC1)OCC1=CC=CC=C1)=O